(2,3-dichlorobenzamido)methyl-16-oxo-androst-5-ene-3β-ol acetate C(C)(=O)O[C@@H]1CC2=CC[C@H]3[C@@H]4CC(C[C@@]4(CCNC(C4=C(C(=CC=C4)Cl)Cl)=O)CC[C@@H]3[C@]2(CC1)C)=O